2,3-dihydro-1,5-benzothiazepin-3-yl carbamate C(N)(OC1CSC2=C(N=C1)C=CC=C2)=O